2-[(7RS)-2-(4-fluorophenyl)-3-(pyridin-4-yl)-4,5,6,7-tetrahydropyrazolo[1,5-a]pyrazin-7-yl]acetamide hydrogen chloride Cl.FC1=CC=C(C=C1)C1=NN2C(CNC[C@H]2CC(=O)N)=C1C1=CC=NC=C1 |r|